CC(C)(C#CC(=C)C)NC(OC(C)(C)C)=O tert-Butyl (2,5-dimethylhex-5-en-3-yn-2-yl)carbamate